C(#N)C1=CC(=C(COC2=CC=CC(=N2)N2CCN([C@@H]3CC[C@H]23)CC2=NC3=C(N2C[C@H]2OCC2)C=C(C=C3)C(=O)OC)C=C1)F |&1:18,21| methyl 2-(((1RS,6SR)-5-(6-((4-cyano-2-fluorobenzyl)oxy)pyridin-2-yl)-2,5-diazabicyclo[4.2.0]octan-2-yl)methyl)-1-(((S)-oxetan-2-yl)methyl)-1H-benzo[d]imidazole-6-carboxylate